4-(5-Chloro-2-oxo-2,3-dihydro-1H-1,3-benzodiazol-1-yl)-N-(3,4-dichlorophenyl)piperidine-1-carboxamide bis(2,6-di-n-butylphenyl)-3-phenyl-phenylphosphonite C(CCC)C1=C(C(=CC=C1)CCCC)C1=C(C(=C(C=C1)P(O)O)C1=C(C=CC=C1CCCC)CCCC)C1=CC=CC=C1.ClC1=CC2=C(N(C(N2)=O)C2CCN(CC2)C(=O)NC2=CC(=C(C=C2)Cl)Cl)C=C1